FC(=CC1=C(C=C(C=C1)[N+](=O)[O-])N1CCC2(CC2)CC1)B1OC(C(O1)(C)C)(C)C 6-{2-[2-fluoro-2-(4,4,5,5-tetramethyl-1,3,2-dioxaborolan-2-yl)vinyl]-5-nitrophenyl}-6-azaspiro[2.5]octane